5-(4-fluoro-2-methylphenyl)-6-(hydroxymethyl)-4-oxopyridine-3-carboxamide FC1=CC(=C(C=C1)C=1C(C(C=NC1CO)C(=O)N)=O)C